NC1=NC=NN2C1=CC(=C2C=2C=NC(=C(C(=O)N[C@@H]1CN(C[C@@H]1F)C(=O)C1CCC(CC1)C(F)(F)F)C2)OC)C#N 5-(4-amino-6-cyanopyrrolo[2,1-f][1,2,4]triazin-7-yl)-N-((3R,4S)-4-fluoro-1-(4-(trifluoromethyl)cyclohexane-1-carbonyl)pyrrolidin-3-yl)-2-methoxynicotinamide